OC1=C(N2C(C3=C(C=CC=C13)N1CCC(CC1)C1=CC=CC=C1)=NC=N2)C(=O)NCC(=O)OC methyl (6-hydroxy-10-(4-phenylpiperidin-1-yl)-[1,2,4]triazolo[5,1-a]isoquinoline-5-carbonyl)glycinate